Cl.NC\C=C(\CN1C(=NC2=C1C=CC=C2C=2C=C(C=CC2)S(=O)(=O)N(C)C)C(C)C)/F (Z)-3-(1-(4-amino-2-fluorobut-2-en-1-yl)-2-isopropyl-1H-benzo[d]imidazol-4-yl)-N,N-dimethylbenzenesulfonamide Hydrochloride